CO[Si](CCCNCCC[Si](O[Si](O[Si](O[Si](O[Si](C1=CC=CC=C1)(C1=CC=CC=C1)C)(C)C)(C)C)(C)C)(OC)OC)(OC)OC 1-(3-trimethoxysilylpropylaminopropyl)-1,1-dimethoxy-3,3,5,5,7,7,9-heptamethyl-9,9-diphenylpentasiloxane